N-((5-chloro-1-(tetrahydro-2H-pyran-2-yl)-1H-indazol-6-yl)methylene)-2-methylpropane-2-sulfinamide ClC=1C=C2C=NN(C2=CC1C=NS(=O)C(C)(C)C)C1OCCCC1